(6-(2,3-Dimethylbenzyl)-2-azaspiro[3.3]heptan-2-yl)((1s,3s)-3-hydroxy-3-methylcyclobutyl)methanon CC1=C(CC2CC3(CN(C3)C(=O)C3CC(C3)(C)O)C2)C=CC=C1C